NCC1=NN(C2=NC=CC(=C21)N2CC1(C2)CC(C1)O)C1=CC=C(C=C1)OC(F)(F)F 2-[3-(aminomethyl)-1-[4-(trifluoromethoxy)phenyl]pyrazolo[3,4-b]pyridin-4-yl]-2-azaspiro[3.3]heptan-6-ol